O1CC[C@@H](C2=CC=CC=C12)NC(=O)C=1C=NC2=C(C(=CC=C2C1N1CC(NCC1)=O)F)C1=C(C(=CC(=C1)F)F)F N-((S)-chroman-4-yl)-7-fluoro-4-(3-oxopiperazin-1-yl)-8-(2,3,5-trifluorophenyl)quinoline-3-carboxamide